α-caprolactone C1(C(CCCC)O1)=O